CC=1C(=C(C=C(C1)C(F)(F)F)O)C=1C=CC=2C(N1)=NN(C2)[C@]2(CS(CC2)(=O)=O)C 3-methyl-2-[2-[(3R)-3-methyl-1,1-dioxo-thiolan-3-yl]pyrazolo[3,4-b]pyridin-6-yl]-5-(trifluoromethyl)phenol